ClC1=CC(=NC(=C1)C#N)NC1=CC=C2C=CN(C2=C1)C(=O)OC(C)(C)C tert-Butyl 6-((4-chloro-6-cyanopyridin-2-yl)amino)-1H-indole-1-carboxylate